CC1=CC=C(C=C1)S(=O)(=O)OCCOCCOCCOC1=CC(=CC=C1)CC(=O)NC=1SC(=C(N1)C=1C=C2CCN(C2=CC1)C(C1=C(C=CC=C1)C)=O)C 2-(2-(2-(3-(2-((5-methyl-4-(1-(2-methylbenzoyl)indolin-5-yl)thiazol-2-yl)amino)-2-oxoethyl)phenoxy)ethoxy)ethoxy)ethyl 4-methylbenzenesulfonate